(S)-N-(2-oxo-1-(1-(6-(trifluoromethoxy)pyridin-2-yl)ethyl)-1,2-dihydroquinoxalin-6-yl)-3-(3-(trifluoromethyl)phenyl)propanamide O=C1N(C2=CC=C(C=C2N=C1)NC(CCC1=CC(=CC=C1)C(F)(F)F)=O)[C@@H](C)C1=NC(=CC=C1)OC(F)(F)F